N-(3-cyanophenyl)-2-(4-(trifluoromethoxy)phenoxy)-4-(trifluoromethyl)benzamide C(#N)C=1C=C(C=CC1)NC(C1=C(C=C(C=C1)C(F)(F)F)OC1=CC=C(C=C1)OC(F)(F)F)=O